tert-butyl 4-(2-ethoxy-2-oxoethoxy)piperidine-1-carboxylate C(C)OC(COC1CCN(CC1)C(=O)OC(C)(C)C)=O